C(C)(=O)[O-].C(CC)[N+]1(CCCC1)CCCC 1-Propyl-1-butylpyrrolidinium acetat